[C@@H]1([C@H](O)[C@H](O)[C@@H](O)[C@@H](O1)C)[C@](C(=O)O)([C@@H](CCCCCCCCC)O)C(C(CCCCCCCC)O)=O.ClC1=C(C=C(CNC(C(C)C)=O)C=C1)C#N N-(4-chloro-3-cyanobenzyl)isobutyramide (R,R)-α-L-rhamnopyranosyl-β-hydroxydecanoyl-β-hydroxydodecanoate